N,N-dimethyl-1-[(3R)-3-piperidyl]methanamine dihydrochloride Cl.Cl.CN(C[C@H]1CNCCC1)C